CO[C@@H]1[C@H](CCC1)NC=1NC(CN1)=O 2-[[(1S,2S)-2-methoxycyclopentyl]amino]-1,4-dihydroimidazol-5-one